O=C(C(C)NC(CC)=O)N1CCCC1 N-(1-oxo-1-(pyrrolidin-1-yl)propan-2-yl)propanamide